NC1=NC=CC=C1C1=NC=2C(=NC=CC2)N1C1=CC=C(C=C1)CNC(C1=CC(=C(C=C1)C=O)O)=O N-({4-[2-(2-aminopyridin-3-yl)imidazo[4,5-b]pyridin-3-yl]phenyl}methyl)-4-formyl-3-hydroxybenzamide